racemic-3-cyclopropyl-3-{4-[7-(2-trimethylsilyl-ethoxymethyl)-7H-pyrrolo[2,3-d]pyrimidin-4-yl]-pyrazol-1-yl}-propionitrile C1(CC1)[C@@H](CC#N)N1N=CC(=C1)C=1C2=C(N=CN1)N(C=C2)COCC[Si](C)(C)C |r|